2-(2,6-dioxopiperidin-3-yl)-5-(8-((1-(2-(4-(1-(4-hydroxyphenyl)-2-phenylbut-1-en-1-yl)phenoxy)ethyl)piperidin-4-yl)methyl)-3,8-diazabicyclo[3.2.1]octan-3-yl)isoindoline-1,3-dione O=C1NC(CCC1N1C(C2=CC=C(C=C2C1=O)N1CC2CCC(C1)N2CC2CCN(CC2)CCOC2=CC=C(C=C2)C(=C(CC)C2=CC=CC=C2)C2=CC=C(C=C2)O)=O)=O